FC(C(=O)O)(OC=1C=C(C=CC1)C)F 2,2-difluoro-2-(m-tolyloxy)acetic acid